FC1=C(C=C(C=C1)OC(F)(F)F)C(C)NC(=O)C1=C(N=C(S1)C1=CC=C2C(=NNC2=C1)C(NC)=O)C N-(1-(2-fluoro-5-(trifluoromethoxy)phenyl)ethyl)-4-methyl-2-(3-(methylcarbamoyl)-1H-indazol-6-yl)thiazole-5-carboxamide